bis-[2-(benzylsulfonyloxy)phenyl]urea C(C1=CC=CC=C1)S(=O)(=O)OC1=C(C=CC=C1)NC(NC1=C(C=CC=C1)OS(=O)(=O)CC1=CC=CC=C1)=O